(S)-6-(4-chlorobenzyl)-9-isopropyl-N-(2-methoxyethyl)-7,10-dioxo-2,6,9-triazaspiro-[4.5]decane-2-carboxamide ClC1=CC=C(CN2[C@]3(CCN(C3)C(=O)NCCOC)C(N(CC2=O)C(C)C)=O)C=C1